(8-Bromo-5,6-dichloro-2,3-dihydro-1H-pyrrolo[1,2-a]indol-1-yl)methanol BrC=1C=2C=C3N(C2C(=C(C1)Cl)Cl)CCC3CO